C(C=C)C1(COC1)N(S(=O)C(C)(C)C)CC N-(3-allyloxetan-3-yl)-N-ethyl-2-methylpropane-2-sulfinamide